tert-butyl (S)-(1-(4-cyanophenyl)-3-hydroxypropan-2-yl)carbamate C(#N)C1=CC=C(C=C1)C[C@@H](CO)NC(OC(C)(C)C)=O